1-(7-(4-fluoro-3-(trifluoromethyl)phenoxy)-3,4-dihydroisoquinolin-2(1H)-yl)prop-2-en-1-one FC1=C(C=C(OC2=CC=C3CCN(CC3=C2)C(C=C)=O)C=C1)C(F)(F)F